3-(piperidin-4-yl)-6-(trifluoromethyl)imidazo[1,2-a]pyridine hydrochloride Cl.N1CCC(CC1)C1=CN=C2N1C=C(C=C2)C(F)(F)F